N-(3-(2-(diethylamino)propyl)-1,2,4-thiadiazol-5-yl)-5-(3-(trifluoromethyl)phenyl)furan-3-carboxamide C(C)N(C(CC1=NSC(=N1)NC(=O)C1=COC(=C1)C1=CC(=CC=C1)C(F)(F)F)C)CC